O1C(COC2=NC=CC=C21)COC2=NC(N1C(C3=CC=C(C=C3CC1)C=1C=C(C#N)C=CC1)=C2)=O 3-[2-(2,3-Dihydro-[1,4]dioxino[2,3-b]pyridin-2-ylmethoxy)-4-oxo-6,7-dihydro-4H-pyrimido[6,1-a]isoquinolin-9-yl]-benzonitrile